N1=NC(=CC2=C1C1=C(CCC2)C=CC=C1)N1N=C(N=C1N)NC1=CC(=C(C=C1)N1C[C@@H](CC1)CN1CCCC1)F 1-(6,7-dihydro-5H-benzo[6,7]cyclohepta[1,2-c]pyridazin-3-yl)-N3-(3-fluoro-4-((S)-3-(pyrrolidin-1-ylmethyl)pyrrolidinyl)phenyl)-1H-1,2,4-triazole-3,5-diamine